C(C)(C)(C)OC(=O)N[C@@H](C(C)(C)C)C(=O)N1[C@@H](C[C@H](C1)O)C(=O)N[C@@H](CO)C1=CC=C(C=C1)C1=C(N=CS1)C N-(tert-butoxycarbonyl)-3-methyl-L-valyl-(4R)-4-hydroxy-N-{(1R)-2-hydroxy-1-[4-(4-methyl-1,3-thiazol-5-yl)phenyl]ethyl}-L-prolinamide